NCC1OCCO1 2-(aminomethyl)-1,3-dioxolane